7-Amino-4-morpholinylbenzo[c][1,2,5]oxadiazole-5-carboxylic acid methyl ester COC(=O)C1=C(C=2C(=NON2)C(=C1)N)N1CCOCC1